(trifluoromethyl)-5,6,7,8-tetrahydro-[1,2,4]Triazolo[1,5-a]Pyrazine FC(F)(F)C1=NN2C(CNCC2)=N1